NC1CCN(CC1)C=1N(C(C(=C(N1)C1=CC(=C(C#N)C=C1)F)C1=CC=C(C=C1)S(=O)(=O)C)=O)C 4-[2-(4-aminopiperidin-1-yl)-1-methyl-5-(4-methylsulfonylphenyl)-6-oxopyrimidin-4-yl]-2-fluorobenzonitrile